1-butyl-3-methylpyridinium triflate [O-]S(=O)(=O)C(F)(F)F.C(CCC)[N+]1=CC(=CC=C1)C